5-ethynyl-6-fluoro-4-(8-fluoro-2-(((2R,7aS)-2-fluorotetrahydro-1H-pyrrolizin-7a(5H)-yl)methoxy)-4-(octahydro-6H-pyrrolo[3,4-b]pyridin-6-yl)pyrido[4,3-d]pyrimidin-7-yl)naphthalen-2-ol C(#C)C1=C2C(=CC(=CC2=CC=C1F)O)C1=C(C=2N=C(N=C(C2C=N1)N1CC2NCCCC2C1)OC[C@]12CCCN2C[C@@H](C1)F)F